S1C(=NC2=C1C=CC=C2)C=2NC1=CC(=CC=C1C2)C2=NC=CC(=N2)NC=2C=C1C=NNC1=CC2 N-(2-(2-(benzo[d]thiazol-2-yl)-1H-indol-6-yl)pyrimidin-4-yl)-1H-indazol-5-amine